iminomethyl-aminomethane N=CCN